FC=1C(NC(N(C1)C1=CC=C(C=C1)[N+](=O)[O-])=O)=O 5-fluoro-1-(4-nitrophenyl)pyrimidine-2,4(1H,3H)-dione